[Nb+5].[Ce+3].[Ti+4].[O-2].[In+3] Indium oxide titanium cerium niobium